(S)-7-(4-(2-((2-oxaspiro[3.3]heptan-6-yl)methoxy)-5-fluorophenyl)piperidin-1-yl)-2-(1,3,4-oxadiazol-2-yl)-5-oxa-2-azaspiro[3.4]octane C1OCC12CC(C2)COC2=C(C=C(C=C2)F)C2CCN(CC2)[C@@H]2COC1(CN(C1)C=1OC=NN1)C2